5-[4-{[(1S,2R)-2-hydroxycyclopentyl]amino}-3-(trifluoromethyl)phenyl]-3,6-dihydro-2H-1,3,4-oxadiazin-2-one O[C@H]1[C@H](CCC1)NC1=C(C=C(C=C1)C1=NNC(OC1)=O)C(F)(F)F